NC=1C2=C(N=CN1)N(C=C2C=2SC=C(N2)CC2=CC=CC=C2)[C@H]2[C@@H]([C@@H]([C@H](C2)CNCCCNCCC2=CC=CC=C2)O)O (1R,2S,3R,5R)-3-[4-amino-5-(4-benzyl-1,3-thiazol-2-yl)pyrrolo[2,3-d]pyrimidin-7-yl]-5-[({3-[(2-phenylethyl)amino]propyl}amino)methyl]cyclopentane-1,2-diol